O=C1NC(CCC1N1C(C2=C3C(C(=CC=C13)CCCCCCC(=O)O)=CC=C2)=O)=O 7-(1-(2,6-dioxopiperidin-3-yl)-2-oxo-1,2-dihydrobenzo[cd]indol-6-yl)heptanoic acid